ClC=1C(=CC(=C(C1)C=1NC=CC1)F)F 2-(5-chloro-2,4-difluorophenyl)-1H-pyrrole